CNC(=O)C1=CN=CS1 N-methylThiazole-5-carboxamide